ClC=1C=CC=C2C=C(NC12)C(=O)O 7-Chloro-1H-indole-2-carboxylic acid